1-butyl-5-chloro-2-(chloromethyl)benzimidazole C(CCC)N1C(=NC2=C1C=CC(=C2)Cl)CCl